1-Methyl-2-oxo-N-((7-(trifluoromethyl)-10H-phenoxazin-3-yl)methyl)-1,2-dihydropyridine-4-carboxamide CN1C(C=C(C=C1)C(=O)NCC=1C=CC=2NC3=CC=C(C=C3OC2C1)C(F)(F)F)=O